C1(=CC=CC=C1)C=1C=C2C=NN(C2=C(C1)C(=O)N[C@H](C)C1CCC(CC1)C(=O)O)CC1=CC(=CC=C1)C(F)(F)F |r| (±)-(1r,4r)-4-(1-(5-phenyl-1-(3-(trifluoromethyl)benzyl)-1H-indazole-7-carboxamido)ethyl)cyclohexane-1-carboxylic acid